3-(2-(2-azabicyclo[3.1.0]hexan-2-yl)ethyl)-7-fluoro-5-methoxy-1-((2-(trimethylsilyl)ethoxy)methyl)-1H-indazole C12N(CCC2C1)CCC1=NN(C2=C(C=C(C=C12)OC)F)COCC[Si](C)(C)C